BrC1=CC2=C(N(C(=N2)CC(C(=O)N)(C)C)C2CC2)C=C1 3-(5-bromo-1-cyclopropyl-1H-benzo[d]imidazole-2-yl)-2,2-dimethylpropionamide